C1(=CC=CC=C1)C1(C=CC2=C(O1)C=1C=C(C(=CC1C1=C2C(C2=CC(=CC=C21)C(C)(C)C)(C)C)N2CC1CCCCC1CC2)OC)C2=CC=C(C=C2)N2CC(NCC2)C 3-phenyl-3-(4-(3-methylpiperazin-1-yl)phenyl)-6-methoxy-7-(decahydroisoquinolin-2-yl)-11-tert-butyl-13,13-dimethyl-3H,13H-indeno[2',3':3,4]naphtho[1,2-b]pyran